5-methyl-4-(2,2,6,6-tetramethyl-1,2,3,6-tetrahydropyridin-4-yl)pyrimidin-2-amine CC=1C(=NC(=NC1)N)C=1CC(NC(C1)(C)C)(C)C